5-bromospiro[indene-1,4'-piperidin]-3(2H)-one BrC=1C=C2C(CC3(CCNCC3)C2=CC1)=O